(1RS,2SR)-5'-Bromo-4'-chloro-2-ethyl-1',2'-dihydrospiro[cyclopropane-1,3'-pyrrolo[2,3-b]pyridine] BrC=1C(=C2C(=NC1)NC[C@]21[C@H](C1)CC)Cl |r|